C(C)(C)N1CC(C1)OC(=O)N1CC(NCC1)=O 1-isopropylazetidin-3-yl-3-oxopiperazine-1-carboxylate